5'-Bromo-4'-chloro-1',2'-dihydrospiro[piperidine-4,3'-pyrrolo[2,3-b]pyridin]-2-one BrC=1C(=C2C(=NC1)NCC21CC(NCC1)=O)Cl